tert-butyl 4-((6-(2-allyl-6-((1,3-dimethyl-1H-indazol-5-yl)amino)-3-oxo-2,3-dihydro-1H-pyrazolo[3,4-d]pyrimidin-1-yl)pyridin-2-yl)oxy)piperidine-1-carboxylate C(C=C)N1N(C2=NC(=NC=C2C1=O)NC=1C=C2C(=NN(C2=CC1)C)C)C1=CC=CC(=N1)OC1CCN(CC1)C(=O)OC(C)(C)C